ClC1=CC(=C(C=C1)C1=NC(=CN2C1=NC(=C(C2=O)C)C)[C@H]2C[C@H](OCC2)C=2C=NN(C2)C)F 9-(4-chloro-2-fluoro-phenyl)-2,3-dimethyl-7-[(2S,4R)-2-(1-methylpyrazol-4-yl)tetrahydropyran-4-yl]pyrazino[1,2-a]pyrimidin-4-one